(2S)-2-[4-bromo-2-(5-cyclopropyl-4-butoxy-4,5-dihydroisoxazol-3-yl)phenoxy]propionic acid tert-butyl ester C(C)(C)(C)OC([C@H](C)OC1=C(C=C(C=C1)Br)C1=NOC(C1OCCCC)C1CC1)=O